[13C](CCCCCCCCC\C=C\CCCCCC)(=O)O Trans-Vaccenic acid-1-13C